methyl (8-chloroimidazo[1,5-a]pyrazin-3-yl)acetate ClC=1C=2N(C=CN1)C(=NC2)CC(=O)OC